tert-Butyl 3-nitro-7,8-dihydro-1,6-naphthyridine-6(5H)-carboxylate [N+](=O)([O-])C=1C=NC=2CCN(CC2C1)C(=O)OC(C)(C)C